C(C)(C)(C)OC(N(C)C=1C=C(C=C2C3=C(NC12)N=C(N=C3SC)SC)F)=O (6-fluoro-2,4-dimethylthio-9H-pyrimido[4,5-b]indol-8-yl)(methyl)carbamic acid tert-butyl ester